N(=[N+]=[N-])CC1=C(C=CC=C1)CC(C(=O)O)NC(=O)OC(C)(C)C 3-(2-(azidomethyl)phenyl)-2-((tert-butoxycarbonyl)amino)propanoic acid